[Pb].[Ag]Cl silver chloride lead